C(C1=CC=CC=C1)(C1=CC=CC=C1)N1C(C(C1)O)(C)C 1-benzhydryl-2,2-dimethylazetidin-3-ol